COC(COC=1C(NC(N([C@H]2[C@H](O)[C@H](O)[C@@H](CO)O2)C1)=O)=O)=O uridine-5-oxyacetic acid-methylester